Dichloro-methan ClCCl